C1=C(C=CC2=CC=CC=C12)CN(C(C)=O)C1=C(C=CC=C1)C#CC=1C=CC=NC1 5-[2-(2-{N-[(Naphthalin-2-yl)methyl]acetamido}phenyl)ethynyl]pyridin